C(C1=CC=CC=C1)(C1=CC=CC=C1)=NC=1C=CC(=NC1)C1N(CCC1)C(=O)OC(C)(C)C tert-butyl 2-[5-(benzhydrylideneamino)-2-pyridyl]pyrrolidine-1-carboxylate